N1CC(C1)N1CCC(CC1)N1C[C@@H]([C@H](CC1)N1N=C(C=2C1=NC=NC2N)C2=CC=C(C=C2)OC2=CC=CC=C2)F 1-((3S,4S)-1'-(azetidin-3-yl)-3-fluoro-[1,4'-bipiperidin]-4-yl)-3-(4-phenoxyphenyl)-1H-pyrazolo[3,4-d]pyrimidin-4-amine